ClC=1C=C(C=NC1N1N=CC=N1)C=1C(=NN2C1N=CC1=C2C(CN1C(=O)N)(C(F)(F)F)C)C(C)O (5-chloro-6-(2H-1,2,3-triazol-2-yl)pyridin-3-yl)-2-(1-hydroxyethyl)-8-methyl-8-(trifluoromethyl)-7,8-dihydro-6H-pyrazolo[1,5-a]pyrrolo[2,3-e]pyrimidine-6-carboxamide